2-(Furan-2-yl)-2-oxoacetic acid O1C(=CC=C1)C(C(=O)O)=O